4-Chloro-1-[4-(1,1-difluoroethyl)phenyl]sulfonyl-3-(3,3,4-trifluoropyrrolidin-1-yl)indazole ClC1=C2C(=NN(C2=CC=C1)S(=O)(=O)C1=CC=C(C=C1)C(C)(F)F)N1CC(C(C1)F)(F)F